alpha,alpha-diphenyl-2-pyridineethanol C1(=CC=CC=C1)C(CC1=NC=CC=C1)(O)C1=CC=CC=C1